BrC1=NN(C=N1)C(C)C 3-bromo-1-isopropyl-[1,2,4]triazole